OC1=C(C=C(C=2C(C3=CC=CC=C3C(C12)=O)=O)O)O 1,2,4-Trihydroxyanthraquinone